C(CCCCCCCC)(=O)OO peroxynonanoic acid